1-phenyl-4-bromo-1,2-dihydronaphthalene C1(=CC=CC=C1)C1CC=C(C2=CC=CC=C12)Br